(6-amino-3-(2-chloro-5-fluorophenyl)-1-oxoisoindolin-4-yl)indole-1-carboxamide NC1=CC(=C2C(NC(C2=C1)=O)C1=C(C=CC(=C1)F)Cl)C=1N(C2=CC=CC=C2C1)C(=O)N